FC=1C=C(C=C2CCN3C(C12)=CC=C3)C(=O)NO 10-fluoro-N-hydroxy-5,6-dihydropyrrolo[2,1-a]isoquinoline-8-carboxamide